hexacosanol glycolate C(CO)(=O)OCCCCCCCCCCCCCCCCCCCCCCCCCC